N[C@@H](CCCNC(N)=N)C(=O)NCC(=O)N[C@@H](CC(O)=O)C(=O)N[C@@H](CO)C(=O)O L-arginyl-glycyl-L-alpha-aspartyl-serine